6-(cyclopropanecarboxamido)-4-((2,5-dimethyl-4,5-dihydro-2H-pyrazolo[4,3-c][1,7]naphthyridin-6-yl-4,4-d2)amino)-N-(methyl-d3)pyridazine-3-carboxamide C1(CC1)C(=O)NC1=CC(=C(N=N1)C(=O)NC([2H])([2H])[2H])NC1=NC=CC=2C=3C(C(N(C12)C)([2H])[2H])=CN(N3)C